ClC1=CC=C(C=C1)C1=CC=C(S1)C(C(=O)NCCN1CCCCC1)(C)C 2-(5-(4-chlorophenyl)thiophen-2-yl)-2-methyl-N-(2-(piperidin-1-yl)ethyl)propanamide